C(C1=CC=CC=C1)N(CC1=CC=CC=C1)[C@@H](C1(CC1)O)C1=CC=C(C=C1)F (R)-1-((dibenzylamino)(4-fluorophenyl)methyl)cyclopropanol